C(C(=O)[O-])(=O)[O-].[Cu+2].C(CCCCCCC\C=C/CCCCCCCC)N oleylamine copper oxalate